(rac)-(2s,4s)-2-(1-(2-methyl-4-(trifluoromethoxy)phenyl)-3-azabicyclo[3.1.0]hexane-3-carbonyl)-7-oxa-5-azaspiro[3.4]octan-6-one CC1=C(C=CC(=C1)OC(F)(F)F)C12CN(CC2C1)C(=O)C1CC2(C1)NC(OC2)=O